CC(CCC1=CC=C(C=C1)O)[NH2+]CCC2=CC(=C(C=C2)O)O.[Cl-] The molecule is the hydrochloride salt of dobutamine. A beta1-adrenergic receptor agonist that has cardiac stimulant action without evoking vasoconstriction or tachycardia, it is used to increase the contractility of the heart in the management of acute heart failure. It has a role as a cardiotonic drug, a sympathomimetic agent and a beta-adrenergic agonist. It contains a dobutamine.